CNC1=NC=CC=C1C#N 2-(methylamino)pyridine-3-carbonitrile